(S)-2-hydroxy-N-(1-hydroxy-3-phenylpropan-2-yl)-3-methoxybenzamide OC1=C(C(=O)N[C@H](CO)CC2=CC=CC=C2)C=CC=C1OC